1-decanol N,N-dipentylaminoacetate C(CCCC)N(CCCCC)CC(=O)OCCCCCCCCCC